(S)-N-(4-((1R,3R)-2-(bicyclo[1.1.1]pentan-1-yl)-3-methyl-2,3,4,9-tetrahydro-1H-pyrido[3,4-b]indol-1-yl)phenyl)-1-(3-fluoropropyl)pyrrolidin-3-amine C12(CC(C1)C2)N2[C@@H](C=1NC3=CC=CC=C3C1C[C@H]2C)C2=CC=C(C=C2)N[C@@H]2CN(CC2)CCCF